alpha-aminocyclohexanecarboxylic acid C1CCC(CC1)(C(=O)O)N